tert-butyl 4-((5-bromo-3-(methylsulfonyl) pyridin-2-yl) oxy)-piperidine-1-carboxylate BrC=1C=C(C(=NC1)OC1CCN(CC1)C(=O)OC(C)(C)C)S(=O)(=O)C